CC1=CC=C(C=C1)S(=O)(=O)OCC[C@H](C)OCC1=CC=CC=C1 [(3S)-3-benzyloxybutyl] 4-methylbenzenesulfonate